BrC1=CN(C=2N=C(N=C(C21)OC)NC(C)=O)COCC[Si](C)(C)C N-(5-bromo-4-methoxy-7-((2-(trimethylsilyl)ethoxy)methyl)-7H-pyrrolo[2,3-d]pyrimidin-2-yl)acetamide